zinc di(isobutyl) dithiophosphate P(=S)(SCC(C)C)(OCC(C)C)[O-].[Zn+2].C(C(C)C)SP(=S)(OCC(C)C)[O-]